2-(5-bromo-1H-indol-3-yl)-N-(1-(2-chloro-4-methylphenyl)-2-oxopyrrolidin-3-yl)-2-oxoacetamide BrC=1C=C2C(=CNC2=CC1)C(C(=O)NC1C(N(CC1)C1=C(C=C(C=C1)C)Cl)=O)=O